(4,4-difluoropiperidin-1-yl)-6-nitroquinoline FC1(CCN(CC1)C1=NC2=CC=C(C=C2C=C1)[N+](=O)[O-])F